2-fluoro-4-((9-((3as,6as)-hexahydro-1H-cyclopenta[c]furan-5-yl)-7-methyl-8-oxo-8,9-dihydro-7H-purin-2-yl)amino)-5-methylbenzamide FC1=C(C(=O)N)C=C(C(=C1)NC1=NC=C2N(C(N(C2=N1)C1C[C@H]2[C@@H](COC2)C1)=O)C)C